(S)-(4-fluorophenyl)(2-(pyrrolidin-2-yl)thiazol-4-yl)methanone FC1=CC=C(C=C1)C(=O)C=1N=C(SC1)[C@H]1NCCC1